1-bromo-4-(2-methylpentyloxy)benzene BrC1=CC=C(C=C1)OCC(CCC)C